(-)-nickel dimethyldithiocarbamate CN(C([S-])=S)C.[Ni+2].CN(C([S-])=S)C